NC1=NC=CC(=C1F)C=1C2=C(C=NC1)CCO2 7-(2-amino-3-fluoropyridin-4-yl)-2,3-dihydrofuro[3,2-c]pyridin